NC1=NC=NN2C1=C(C=C2C(C)C)C(=O)OC Methyl 4-amino-7-isopropylpyrrolo[2,1-f][1,2,4]triazine-5-carboxylate